NC=1N(C(=C(N1)Cl)C=O)C1=CC=CC=C1 2-AMINO-4-CHLORO-1-PHENYL-1H-IMIDAZOLE-5-CARBALDEHYDE